benzyl (3-(2-(bromomethyl)phenoxy)propyl)carbamate BrCC1=C(OCCCNC(OCC2=CC=CC=C2)=O)C=CC=C1